FC1=CC=C(CN2CC(N(CC2)C2=C(C=CC=C2)/C=C/C(=O)NO)=O)C=C1 (E)-3-(2-(4-(4-fluorobenzyl)-2-oxopiperazin-1-yl)phenyl)-N-hydroxyacrylamide